FC1(C(C1)C(=O)NC1=CC(=C(C=C1)C)C=1OC=C(N1)C)F 2,2-difluoro-N-(4-methyl-3-(4-methyloxazol-2-yl)phenyl)cyclopropane-1-carboxamide